CC1=CN=C(C=C1C(=O)NC1(CC1)C1=CC(=NC2=CC=CC=C12)C=1C=NN(C1)C)N1CC2CCC(C1)N2C 5-methyl-N-(1-(2-(1-methyl-1H-pyrazol-4-yl)quinolin-4-yl)cyclopropyl)-2-(8-methyl-3,8-diazabicyclo[3.2.1]octan-3-yl)isonicotinamide